2-(Didodecylamino)-1-(4-(N-(2-(dinonylamino)ethyl)-N-nonylglycyl)piperazin-1-yl)ethanol C(CCCCCCCCCCC)N(CC(O)N1CCN(CC1)C(CN(CCCCCCCCC)CCN(CCCCCCCCC)CCCCCCCCC)=O)CCCCCCCCCCCC